ClC=1C=CC(=C(C1)N1N=C(C=2C=NC(=CC21)C=2C=NN1C2N=CC=C1)N1CCNCC1)OC 1-(5-chloro-2-methoxyphenyl)-3-(piperazin-1-yl)-6-(pyrazolo[1,5-a]pyrimidin-3-yl)-1H-pyrazolo[4,3-c]pyridine